2-difluoromethyl-N-[(3R)-3-ethyl-1,1-dimethyl-indan-4-yl]pyridine-3-carboxamide FC(C1=NC=CC=C1C(=O)NC1=C2[C@@H](CC(C2=CC=C1)(C)C)CC)F